6-((5-chloro-3-(2,2-difluoroethoxy)pyridin-2-yl)oxy)-3-methylimidazo[1,2-b]pyridazine-2-carboxylic acid ClC=1C=C(C(=NC1)OC=1C=CC=2N(N1)C(=C(N2)C(=O)O)C)OCC(F)F